2-O-acetyl-gentisic acid C(C)(=O)OC=1C(C(=O)O)=CC(=CC1)O